C(C)OC(C(C)(C)OC1=C(C=C(C=C1C)CN1N=CN(C1=O)C1=CC=C(C=C1)CC)C)=O 2-(4-((4-(4-ethylphenyl)-5-oxo-4,5-dihydro-1H-1,2,4-triazol-1-yl)methyl)-2,6-dimethylphenoxy)-2-methylpropanoic acid ethyl ester